N-((1H-pyrrolo[3,2-c]pyridin-2-yl)methyl)-2-(2-oxo-3-(phenethylamino)-6-(3-(prop-1-en-2-yl)phenyl)pyrazin-1(2H)-yl)acetamide N1C(=CC=2C=NC=CC21)CNC(CN2C(C(=NC=C2C2=CC(=CC=C2)C(=C)C)NCCC2=CC=CC=C2)=O)=O